7-(3-(3,4-Difluorophenyl)propyl)-2-thia-7-azaspiro[3.5]nonane 2,2-dioxide FC=1C=C(C=CC1F)CCCN1CCC2(CS(C2)(=O)=O)CC1